C(C)(C)(C)OCCC(C(=O)NC1=CC(=C(C(=O)N)C=C1)F)N1C(C=C(C(=C1)OC)C1=C(C=CC(=C1)Cl)C1=NC(=NO1)C)=O 4-[(4-tert-butoxy-2-{4-[5-chloro-2-(3-methyl-1,2,4-oxadiazol-5-yl)phenyl]-5-methoxy-2-oxopyridin-1(2H)-yl}butanoyl)amino]-2-fluorobenzamide